BrC=1C=CC(=C(C1)O)C=1C=2N(C(=NN1)N[C@H]1CN(C[C@@H](C1)F)C)N=CC2 5-bromo-2-(7-(((3R,5R)-5-fluoro-1-methylpiperidin-3-yl)amino)pyrazolo[1,5-d][1,2,4]triazin-4-yl)phenol